NCC(CN1N=CN(C1=O)C=1C(=C(C=CC1)C=1C=C2CCC(N(C2=CC1)C)=O)C)=C(F)F 6-[3-[1-[2-(aminomethyl)-3,3-difluoro-allyl]-5-oxo-1,2,4-triazol-4-yl]-2-methyl-phenyl]-1-methyl-3,4-dihydroquinolin-2-one